1-(1,4-diazabicyclo[3.2.2]nonane-4-carbonyl)-3-(4-fluorophenyl)-4,6-dihydrocyclopenta[c]pyrazol-5(1H)-one N12CCN(C(CC1)CC2)C(=O)N2N=C(C1=C2CC(C1)=O)C1=CC=C(C=C1)F